1-VINYL-1H-PYRROLE-2-CARBOXYLIC ACID C(=C)N1C(=CC=C1)C(=O)O